ClC=1C=CC(=C(C1)C1=C2C(=NC(=C1)C)C(=CS2)C(=O)O)OCCN2C(=NC1=C(C2=O)CN(CC1)CC(F)(F)F)C 7-[5-chloranyl-2-[2-[2-methyl-4-oxidanylidene-6-[2,2,2-tris(fluoranyl)ethyl]-7,8-dihydro-5H-pyrido[4,3-d]pyrimidin-3-yl]ethoxy]phenyl]-5-methyl-thieno[3,2-b]pyridine-3-carboxylic acid